4-(3'-(3-fluoropropoxy)-4'-methoxy-[1,1'-biphenyl]-3-yl)-1,2-oxaborolan-2-ol FCCCOC=1C=C(C=CC1OC)C1=CC(=CC=C1)C1CB(OC1)O